(2,6-dimethyl-4-tert-butylphenyl)cycloprop-2-en-1-one CC1=C(C(=CC(=C1)C(C)(C)C)C)C=1C(C1)=O